(R)-4-methylpentan-2-yl (1-methyl-4-(6-methyl-5-(methyl-sulfonamido)pyridin-2-yl)-1H-1,2,3-triazol-5-yl)carbamate CN1N=NC(=C1NC(O[C@H](C)CC(C)C)=O)C1=NC(=C(C=C1)NS(=O)(=O)C)C